(S)-1-((2-(2-methyl-[1,1'-biphenyl]-3-yl)-6-(2,2,2-trifluoroethoxy)benzo[d]oxazol-5-yl)methyl)piperidine-2-carboxylic acid CC1=C(C=CC=C1C=1OC2=C(N1)C=C(C(=C2)OCC(F)(F)F)CN2[C@@H](CCCC2)C(=O)O)C2=CC=CC=C2